ClC1=C(C=CC(=C1Cl)C1=C(N=C(S1)C=1OC(=NN1)C(C)(C)O)C(=O)N1CCC(CC1)(F)F)S(=O)(=O)N[C@@H](C(F)(F)F)C (R)-2,3-dichloro-4-(4-(4,4-difluoropiperidine-1-carbonyl)-2-(5-(2-hydroxypropan-2-yl)-1,3,4-oxadiazol-2-yl)thiazol-5-yl)-N-(1,1,1-trifluoropropan-2-yl)benzenesulfonamide